Bisallyl-benzoin C(C=C)C=1C(=C(C=CC1)C(=O)C(O)C1=CC=CC=C1)CC=C